C1(CCCCC1)P(C1=C(C=CC=C1)C1=C(C=C(C=C1C(C)C)C(C)C)C(C)C)C1CCCCC1 dicyclohexyl[2',4',6'-tri(propane-2-yl)-[1,1'-biphenyl]-2-yl]phosphine